BrC1=CC(=C(O[C@H](C(=O)O)CF)C=C1)F (R)-2-(4-bromo-2-fluorophenoxy)-3-fluoropropionic acid